CNC=1C=NC=C(C1)C#CC1=C(C=CC=C1)NS(=O)(=O)C=1C(=CC=C2C=CC=NC12)C 3-(Methylamino)-5-{2-[2-(7-methylchinolin-8-sulfonamido)phenyl]ethynyl}-pyridin